FC(C1=CC=C(C=C1)N1N=CC(=C1CO)C)F (1-(4-(difluoromethyl)phenyl)-4-methyl-1H-pyrazol-5-yl)methanol